7-{7-[(3S,4S)-3-fluoro-2,2,6,6-tetramethylpiperidin-4-yl]-6,7-dihydro-5H-pyrrolo[2,3-c]pyridazin-3-yl}-2,3-dimethylquinoxalin-6-ol F[C@@H]1C(NC(C[C@@H]1N1CCC2=C1N=NC(=C2)C2=C(C=C1N=C(C(=NC1=C2)C)C)O)(C)C)(C)C